2-chloro-3-(dibenzo[b,d]furan-3-yl)-5,6-diphenylpyrazine ClC1=NC(=C(N=C1C=1C=CC2=C(OC3=C2C=CC=C3)C1)C1=CC=CC=C1)C1=CC=CC=C1